tert-butyl 2-((((9H-fluoren-9-yl)methoxy)carbonyl)amino)-3-(4-(4-cyano-1H-imidazol-1-yl)phenyl)propanoate C1=CC=CC=2C3=CC=CC=C3C(C12)COC(=O)NC(C(=O)OC(C)(C)C)CC1=CC=C(C=C1)N1C=NC(=C1)C#N